C(C)(=O)N[C@H](CC(C)C)C(=O)N1N=CC(=C1)C=1SC=C(N1)C(=O)NC=1C(=NN(C1)C1CCC(CC1)OCC)C1=NC(=CC=C1F)F 2-(1-(acetyl-D-leucyl)-1H-pyrazol-4-yl)-N-(3-(3,6-difluoropyridin-2-yl)-1-((1r,4r)-4-ethoxycyclohexyl)-1H-pyrazol-4-yl)thiazole-4-carboxamide